2,7,12,18-tetramethyl-3-vinyl-8-ethyl-13-carboxyl-15-acetoxyethyl-17-propionyloxy-17,18-dihydroporphin CC1=C2NC(=C1C=C)C=C1C(=C(C(=N1)C=C1C(=C(C(N1)=C(C=1C(C(C(N1)=C2)C)OC(CC)=O)CCOC(C)=O)C(=O)O)C)CC)C